4-[5-(2-aminoethyl)pyrimidin-2-yl]-3-(6-morpholin-4-ylpyridazin-4-yl)oxybenzonitrile NCCC=1C=NC(=NC1)C1=C(C=C(C#N)C=C1)OC1=CN=NC(=C1)N1CCOCC1